FC1=NC=CC=C1C1=CC=C2C(C(COC2=C1)(C)C)NC(O[C@@H]1CN2CCC1CC2)=O (S)-quinuclidin-3-yl (7-(2-fluoropyridin-3-yl)-3,3-dimethylchroman-4-yl)carbamate